FC1=CC=C(C=C1)N1C(=C(C2=CC(=CC=C12)O)C1=CC=C(C(=O)O)C=C1)C(COC)(C)C 4-[1-(4-fluorophenyl)-5-hydroxy-2-(2-methoxy-1,1-dimethyl-ethyl)indol-3-yl]benzoic acid